1,3-bis(4-cyanooxyphenyl)-5,7-dimethyladamantane C(#N)OC1=CC=C(C=C1)C12CC3(CC(CC(C1)(C3)C)(C2)C)C2=CC=C(C=C2)OC#N